C(C(=O)[O-])(=O)[O-].[Ti+4].NC=1SC(=CN1)C(C1=CC=C(C=C1)OCC(=O)N(CCC1=CC=CC=C1)C)=O.C(C(=O)[O-])(=O)[O-] amino-5-[4-[2-[methyl(2-phenylethyl)amino]2-oxoethoxy]benzoyl]thiazol titanium oxalate salt